4-BUTOXY-3-FLUOROPHENYLBORONIC ACID C(CCC)OC1=C(C=C(C=C1)B(O)O)F